C(OC1=CC=C(C=C1)C1=CC=CC2=CC=CC=C12)(OC1=CC=CC=C1)=O 4-(1-Naphthyl)phenyl phenyl carbonate